(5S,7S)-7-((2H-pyrazolo[3,4-c]pyridin-2-yl)methyl)-3-(5-(2-hydroxypropane-2-yl)pyrazin-2-yl)-7-methyl-1-oxa-3-azaspiro[4.5]decan-2-one N=1N(C=C2C1C=NC=C2)C[C@@]2(C[C@]1(CN(C(O1)=O)C1=NC=C(N=C1)C(C)(C)O)CCC2)C